ClC=1C(=CC=C2C=C(C=C(C12)C1=C(C=2N=C(N=C(C2C=N1)OCC(F)(F)F)OC[C@]12CCCN2C[C@@H](C1)F)F)O[Si](C(C)C)(C(C)C)C(C)C)F 7-(8-chloro-7-fluoro-3-((triisopropylsilyl)oxy)naphthalen-1-yl)-8-fluoro-2-(((2R,7aS)-2-fluorohexahydro-1H-pyrrolizin-7a-yl)methoxy)-4-(2,2,2-trifluoroethoxy)pyrido[4,3-d]pyrimidine